FC(C(CO)=O)(F)F 1,1,1-trifluoro-3-hydroxypropan-2-one